C1(CCC1)CN 1-cyclobutylmethanamine